2-[4-(4-chlorophenyl)-5-[2-(difluoromethyl)pyridin-4-yl]-2-hydroxy-1H-imidazol-1-yl]-1-{2-methyl-2,7-diazaspiro[3.5]non-7-yl}ethan-1-one ClC1=CC=C(C=C1)C=1N=C(N(C1C1=CC(=NC=C1)C(F)F)CC(=O)N1CCC2(CN(C2)C)CC1)O